F[B-](F)(F)F.C(C1=CC=CC=C1)N1C=[N+](C=C1)C 1-Benzyl-3-methylimidazolium tetrafluoroborate